COC[C@H]1N(CCC1)CC=1NC(C2=C(N1)C=C(S2)C=2C=NNC2C)=O 2-{[(2S)-2-(methoxymethyl)pyrrolidin-1-yl]methyl}-6-(5-methyl-1H-pyrazol-4-yl)thieno[3,2-d]pyrimidin-4(3H)-one